5-ethylsulfonyl-6-[7-methyl-3-(trifluoromethyl)imidazo[4,5-c]pyridazin-6-yl]pyridine-3-carbonitrile C(C)S(=O)(=O)C=1C=C(C=NC1C1=NC2=C(N=NC(=C2)C(F)(F)F)N1C)C#N